C(C(=O)[O-])(=O)[O-].[U+2](=O)=O uranyl oxalate